Cl.FC=1C=C2C(=NN(C2=CC1C1(C[C@@H](NCC1)C)O)C)N1C(NC(CC1)=O)=O 1-(5-fluoro-6-((2S)-4-hydroxy-2-methylpiperidin-4-yl)-1-methyl-1H-indazol-3-yl)dihydropyrimidine-2,4(1H,3H)-dione hydrochloride